3-((13S,15S,Z)-3-fluoro-16-(hydroxymethylene)-13-methyl-17-oxo-7,8,9,11,12,13,14,15,16,17-decahydro-6H-cyclopenta[a]phenanthren-15-yl)-N-(6-methoxypyridazin-3-yl)propanamide FC=1C=CC=2C3CC[C@@]4(C(\C(\[C@H](C4C3CCC2C1)CCC(=O)NC=1N=NC(=CC1)OC)=C/O)=O)C